ClC1=CC(=C(C=C1)CN1CCN(CC1)C1=C(C(N(C=2C=CC(=NC12)C#N)C)=O)C#N)O 8-{4-[(4-chloro-2-hydroxyphenyl)methyl]piperazin-1-yl}-5-methyl-6-oxo-5,6-dihydro-1,5-naphthyridine-2,7-dinitrile